1-methyl-N6-(1-methyl-1H-pyrazol-4-yl)-N3-(2-methyl-5-nitropyridin-3-yl)-1H-pyrazolo[3,4-d]pyrimidine-3,6-diamine CN1N=C(C=2C1=NC(=NC2)NC=2C=NN(C2)C)NC=2C(=NC=C(C2)[N+](=O)[O-])C